1-(2-fluoro-5-trifluoromethyl-benzyl)-3-spiro[2.3]hex-5-yl-urea FC1=C(CNC(=O)NC2CC3(CC3)C2)C=C(C=C1)C(F)(F)F